1-decyl-3-propylpyrrolium fluoride [F-].C(CCCCCCCCC)[NH+]1C=C(C=C1)CCC